C1(CC1)N1CC2(CN(C2)C2=NC=C(C(=C2)OC2=C(C=C(C=C2)N2N=CN(C2=O)CC2=C(C=CC=C2F)F)F)F)C1 2-(4-((2-(6-Cyclopropyl-2,6-diazaspiro[3.3]heptan-2-yl)-5-fluoropyridin-4-yl)oxy)-3-fluorophenyl)-4-(2,6-difluorobenzyl)-2,4-dihydro-3H-1,2,4-triazol-3-one